FC1=C(C=C(C=C1)F)[C@@]12N(CC[C@H]2C1)C1=NC=2N(C=C1)N=CC2N2C(C1=CC=CC=C1C2)=O 2-(5-((1R,5S)-1-(2,5-difluorophenyl)-2-azabicyclo[3.1.0]hex-2-yl)pyrazolo[1,5-a]pyrimidin-3-yl)isoindolin-1-one